2,2'-((3-mercaptopropane-1,2-diyl)bis(sulfanediyl))bis(propane-1-thiol) SCC(CSC(CS)C)SC(CS)C